N-((S)-1-(6-((4-chlorophenyl)amino)-2-((cis)-2,6-dimethylmorpholino)pyrimidin-4-yl)ethyl)-5-methoxypicolinamide ClC1=CC=C(C=C1)NC1=CC(=NC(=N1)N1C[C@@H](O[C@@H](C1)C)C)[C@H](C)NC(C1=NC=C(C=C1)OC)=O